FC1=C(C=CC(=C1)N)N L-2-fluorobenzene-1,4-diamine